2-(6-{5-chloro-2-[(oxan-4-yl)amino]pyrimidin-4-yl}-1-oxo-2,3-dihydro-1H-isoindol-2-yl)-N-[1-(2,6-difluorophenyl)ethyl]acetamide ClC=1C(=NC(=NC1)NC1CCOCC1)C1=CC=C2CN(C(C2=C1)=O)CC(=O)NC(C)C1=C(C=CC=C1F)F